methyl (E)-2-(2-methylphenyl)-2-methoxyiminoacetate CC1=C(C=CC=C1)\C(\C(=O)OC)=N/OC